3-{2-[(3-methoxy-1-methyl-1H-pyrazol-4-yl)amino]pyrimidin-4-yl}-1H-indol-7-amine COC1=NN(C=C1NC1=NC=CC(=N1)C1=CNC2=C(C=CC=C12)N)C